O[C@@H]1C[C@@H](CCCC1)NC1=NC(=NC=C1C#N)NC1CCC(CC1)OC 4-((1R,3S)-3-hydroxycycloheptylamino)-2-((1r,4R)-4-methoxycyclohexylamino)pyrimidine-5-carbonitrile